C1(CCCCC1)C[C@H](C(=O)N1CC2(CCCC2)C(CC1)(O)CN1C=C(C(=CC1=O)C1=CC(=CC=C1)CO)C(=O)N(C)C)C 1-((7-((R)-3-cyclohexyl-2-methylpropanoyl)-10-hydroxy-7-azaspiro[4.5]decan-10-yl)methyl)-4-(3-(hydroxymethyl)phenyl)-N,N-dimethyl-6-oxo-1,6-dihydropyridine-3-carboxamide